2-((1-propionyl-1,2,3,4-tetrahydroquinolin-6-yl)oxy)acetyl chloride C(CC)(=O)N1CCCC2=CC(=CC=C12)OCC(=O)Cl